ClC1=C(C=C2C=C(N=CC2=C1)NC(=O)[C@H]1[C@H]([C@@H]1C=1C=NN(C1)C)CC)[C@@H]1C[C@H](C1)C#N (1S,2S,3S)-N-(7-chloro-6-(trans-3-cyanocyclobutyl)isoquinolin-3-yl)-2-ethyl-3-(1-methyl-1H-pyrazol-4-yl)cyclopropane-1-carboxamide